[3-[(3-Formamido-2-hydroxybenzoyl)amino]-2,6-dimethyl-4,9-dioxo-8-pentyl-1,5-dioxonan-7-yl] 3-methylbutanoate CC(CC(=O)OC1C(OC(C(C(OC(C1CCCCC)=O)C)NC(C1=C(C(=CC=C1)NC=O)O)=O)=O)C)C